BrC1=C(C=C(C(=O)NC2=CC=C(C=C2)S(=O)(=O)N2C(CCCC2)C(F)(F)F)C=C1)I 4-Bromo-3-iodo-N-(4-((2-(trifluoromethyl)piperidin-1-yl)sulfonyl)phenyl)benzamide